6-{[(3R)-3-(2,3-Dichloro-6-fluorophenyl)-1-(prop-2-enoyl)pyrrolidin-3-yl]amino}-3-isopropylpyrido[3,2-d]pyrimidin-4-one ClC1=C(C(=CC=C1Cl)F)[C@]1(CN(CC1)C(C=C)=O)NC=1C=CC=2N=CN(C(C2N1)=O)C(C)C